N[O-].C(CCCCC)C(=O)[C@H](O)[C@@H](O)[C@@H](O)[C@H](O)C(=O)O hexyl-D-galacturonic acid aminoxide